ClC1=C(C(=O)NCC)C(=CC=C1[N+](=O)[O-])Cl 2,6-dichloro-N-ethyl-3-nitrobenzamide